C[C@H](CCC(=O)O)[C@H]1CC[C@@H]2[C@@]1(CC[C@H]3[C@H]2[C@@H](C[C@H]4[C@@]3(CCC(=O)C4)C)O)C The molecule is a 3-oxo steroid that is chenodeoxycholic acid in which the hydroxy group at position 3 has undergone formal oxidation to the corresponding ketone. It has a role as a human metabolite. It is a bile acid, a monohydroxy-5beta-cholanic acid, a 7alpha-hydroxy steroid and a 3-oxo-5beta-steroid. It is a conjugate acid of a 7alpha-hydroxy-3-oxo-5beta-cholan-24-oate.